OC1=C(N=CNC1=O)CC1NC(C2=CC(=CC=C12)C#CC1=CC=C(C=C1)CN1CCOCC1)=O 3-((5-hydroxy-6-oxo-1,6-dihydropyrimidin-4-yl)methyl)-6-((4-(morpholinomethyl)phenyl)ethynyl)isoindolin-1-one